ClC=1N=C2C(=NC1Cl)NC=N2 5,6-dichloro-1H-imidazo[4,5-b]pyrazine